isopropoxyldiethoxyaluminum O(C(C)C)[Al](OCC)OCC